(E)-1-[4-[2-Hydroxy-3-(2-methylpropylamino)propoxy]phenyl]-3-(4-methoxyphenyl)prop-2-en-1-one OC(COC1=CC=C(C=C1)C(\C=C\C1=CC=C(C=C1)OC)=O)CNCC(C)C